C(C)OC1=C(C=C2CCN([C@H](C2=C1)CCC1=CNC2=CC(=C(C=C12)F)Cl)C=O)OC (S)-7-ethoxy-6-methoxy-1-(2-(5-fluoro-6-chloro-1H-indol-3-yl)ethyl)-3,4-dihydroisoquinoline-2(1H)-formaldehyde